FC=1C=C2C=CN(C2=CC1)CC(C(=O)N)C 3-(5-fluoro-1H-indol-1-yl)-2-methylpropanamide